6-[1-[1-(azetidin-3-yl)piperidin-4-yl]-5-methylpyrazol-4-yl]-4-methoxypyrazolo[1,5-a]pyridine-3-carbonitrile N1CC(C1)N1CCC(CC1)N1N=CC(=C1C)C=1C=C(C=2N(C1)N=CC2C#N)OC